(R)-N-(4-(chlorodifluoromethoxy)phenyl)-6-(3-hydroxypyrrolidin-1-yl)-5-((4-Methoxypyridin-3-yl)amino)nicotinamide ClC(OC1=CC=C(C=C1)NC(C1=CN=C(C(=C1)NC=1C=NC=CC1OC)N1C[C@@H](CC1)O)=O)(F)F